2-{1-(fluoromethyl)-1H-imidazol-2-yl}ethan-1-ol FCN1C(=NC=C1)CCO